4-(6-(4-bromothiophen-2-yl)pyrazin-2-yl)piperazine-1-carboxylic acid tert-butyl ester C(C)(C)(C)OC(=O)N1CCN(CC1)C1=NC(=CN=C1)C=1SC=C(C1)Br